5,5'-diisopropyl-6,6'-dimethoxy-3,3'-dimethyl-[2,2'-binaphthalene]-1,1',7,7'-tetraol C(C)(C)C=1C2=CC(=C(C(=C2C=C(C1OC)O)O)C=1C(=C2C=C(C(=C(C2=CC1C)C(C)C)OC)O)O)C